FC1=C(C(=CC=C1)F)[C@@H]1CC(=NO1)C=1N=C(SC1)C1CCN(CC1)C(CN1N=C(C=C1C)C(F)(F)F)=O 1-(4-{4-[(5S)-5-(2,6-difluorophenyl)-4,5-dihydro-1,2-oxazol-3-yl]-1,3-thiazol-2-yl}piperidin-1-yl)-2-[5-methyl-3-(trifluoro-methyl)-1H-pyrazol-1-yl]ethanone